ClC=1C=C(C=CC1C1=CN=CO1)NC(=O)C1COC2=CC=CC=C2C1 (-)-N-(3-chloro-4-(1,3-oxazol-5-yl)phenyl)chroman-3-carboxamide